C(C)(C)(C)N(C(O)=O)C1=CC(=C(C=C1)Br)S(=O)(=O)C(C)C.ONC(C1=CC=C(C=C1)C(C=CC1=CC=C(C=C1)OCCC)=O)=O N-hydroxy-4-(3-(4-propoxyphenyl)acryloyl)benzamide tert-butyl-(4-bromo-3-(isopropylsulfonyl)phenyl)carbamate